NC=1C=C(C=C(C1)C(F)(F)F)[C@@H](C)NC(=O)C1=NN(C(C=C1)=O)C12CC(C1)C2 N-[(1R)-1-[3-amino-5-(trifluoromethyl)phenyl]ethyl]-1-{bicyclo[1.1.1]pentan-1-yl}-6-Oxo-1,6-dihydropyridazine-3-carboxamide